1-methyl-N-(6-(3-((1-(tetrahydro-2H-pyran-2-yl)-1H-indazol-5-yl)amino)-1H-pyrazol-1-yl)pyridin-2-yl)-1H-pyrazole-4-carboxamide CN1N=CC(=C1)C(=O)NC1=NC(=CC=C1)N1N=C(C=C1)NC=1C=C2C=NN(C2=CC1)C1OCCCC1